N[C@H](C(=O)O)CCC=1C=C2C=CC=NC2=CC1 (2S)-2-amino-4-(6-quinolyl)-butanoic acid